The molecule is a 3alpha-hydroxy steroid, a 7alpha-hydroxy steroid and a 24-hydroxy steroid. It has a role as a bile acid metabolite. It derives from a hydride of a 5beta-cholestane. C[C@H](CCC(C(C)C)O)[C@H]1CC[C@@H]2[C@@]1(CC[C@H]3[C@H]2[C@@H](C[C@H]4[C@@]3(CC[C@H](C4)O)C)O)C